OC1=C(N=CC2=CC(=CC=C12)OC1=CC=CC=C1)C(=O)NCC(=O)OC Methyl (4-hydroxy-7-phenoxyisoquinoline-3-carbonyl)glycinate